2,7-dihydroxynaphthalene-3,6-disulfonic acid sodium [Na].OC1=CC2=CC(=C(C=C2C=C1S(=O)(=O)O)S(=O)(=O)O)O